N1=CC=C(C=C1)/C=C/C(=O)OC1=CCC(C=C1)(OC)C1SCCCS1 (E)-4-(1,3-dithian-2-yl)-4-methoxyphenyl 3-(pyridin-4-yl)acrylate